5-(oxetan-3-yl)isoxazole-3-carboxamide O1CC(C1)C1=CC(=NO1)C(=O)N